C1(CC1)CN1N=C(C(=C1)CC=1C=NN(C1)CC1CC1)I 1-(cyclopropylmethyl)-4-((1-(cyclopropylmethyl)-1H-pyrazole-4-yl)methyl)-3-iodo-1H-pyrazole